bisimidazoline dihydrochloride Cl.Cl.N1C=NCC1.N1C=NCC1